2-{4-[3-fluoro-5-({2-[(2H3)methyloxy](2H4)ethyl}oxy)pyridin-2-yl]piperazin-1-yl}-N-methylethanamine FC=1C(=NC=C(C1)OC(C(OC([2H])([2H])[2H])([2H])[2H])([2H])[2H])N1CCN(CC1)CCNC